C[C@@H]1CCOCCOC2=NC=CC(C3=NNC=4C=CC(O1)=CC34)=N2 (13R)-13-methyl-7,10,14-trioxa-5,19,20,23-tetraazatetracyclo[13.5.2.12,6.018,21]tricosa-1(20),2(23),3,5,15(22),16,18(21)-heptaene